1-(7-chloro-6-fluoro-9-pyrazol-1-yl-1,3,4,5-tetrahydropyrido[4,3-b]indol-2-yl)-2-hydroxy-ethanone ClC=1C=C(C=2C3=C(NC2C1F)CCN(C3)C(CO)=O)N3N=CC=C3